(S)-1-(3-cyanophenyl)-N-((1-cyanopyrrolidin-3-yl)methyl)-1H-1,2,4-triazole-3-carboxamide C(#N)C=1C=C(C=CC1)N1N=C(N=C1)C(=O)NC[C@H]1CN(CC1)C#N